C(#N)C1=CC=C(CNC(=O)C2=NN(C=3C(N(CCC32)CC3(CC3)S(=O)(=O)C3CC3)=O)CC(C)(C)O)C=C1 N-(4-Cyanobenzyl)-6-((1-(cyclopropylsulfonyl)cyclopropyl)methyl)-1-(2-hydroxy-2-methylpropyl)-7-oxo-4,5,6,7-tetrahydro-1H-pyrazolo[3,4-c]pyridine-3-carboxamide